bis[phenylindolocarbazolyl](cyano)Benzene C1(=CC=CC=C1)C=1C(=C2C(=CC1)N=C1C=CC3=C4C=CC=CC4=NC3=C12)C=1C(=C(C=CC1)C#N)C1=C2C(=CC=C1C1=CC=CC=C1)N=C1C=CC3=C4C=CC=CC4=NC3=C12